C(=O)O.O1CCN(CC2=C1N=CC=C2)C2CCC1=CC=C(C=C21)C(C(C(=O)O)(C)C)C2=C(C1=C(N(N=N1)C)C=C2)C 3-(3-(2,3-dihydropyrido[3,2-f][1,4]oxazepin-4(5H)-yl)-2,3-dihydro-1H-inden-5-yl)-3-(1,4-dimethyl-1H-benzo[d][1,2,3]triazol-5-yl)-2,2-dimethylpropanoic acid, formic acid salt